ON1[C@H](CN(C[C@H]1C=1C(=C2COC(C2=CC1)=O)C)C(=O)OC(C)(C)C)C tert-butyl (3S,5R)-4-hydroxy-3-methyl-5-(4-methyl-1-oxo-1,3-dihydroisobenzofuran-5-yl)piperazine-1-carboxylate